C(CCCCCCCCCCC)N(CCC(=O)[O-])CCC(=O)[O-].[Na+].[Na+] di-sodium N-lauryl-iminodipropionate